ethyl (3S)-3-[(tert-butoxycarbonyl)amino]-3-[3-chloro-2-fluoro-5-(4,4,5,5-tetramethyl-1,3,2-dioxaborolan-2-yl)phenyl]propanoate C(C)(C)(C)OC(=O)N[C@@H](CC(=O)OCC)C1=C(C(=CC(=C1)B1OC(C(O1)(C)C)(C)C)Cl)F